FC(C(=O)O)(F)F.[C@H]12N(CCN[C@H]2CC1)C=1C(C=2C(=NC(=C(N2)N(C)C)C)N(C1CC)CC(=O)NC1=C(C=C(C=C1)C(F)(F)F)Cl)=O 2-(7-((1S,6S)-2,5-diazabicyclo[4.2.0]octan-2-yl)-2-(dimethylamino)-6-ethyl-3-methyl-8-oxopyrido[2,3-b]pyrazin-5(8H)-yl)-N-(2-chloro-4-(trifluoromethyl)phenyl)acetamide trifluoroacetate